Tert-butyl-(2r,5s)-4-(6-chloro-4-(2-isopropyl-4-methylpyridin-3-yl)-3-oxo-4,7,8,9-tetrahydro-3H-cyclopenta[4,5]pyrido[2,3-d]pyrimidin-1-yl)-2,5-dimethylpiperazine-1-carboxylic acid C(C)(C)(C)[C@]1(N(C[C@@H](N(C1)C=1C2=C(N(C(N1)=O)C=1C(=NC=CC1C)C(C)C)N=C(C1=C2CCC1)Cl)C)C(=O)O)C